(1s,3r)-3-acetamido-N-(5-chloro-4-(4,5,6,7-tetrahydropyrazolo[1,5-a]pyrimidin-3-yl)pyridin-2-yl)cyclohexanecarboxamide C(C)(=O)N[C@H]1C[C@H](CCC1)C(=O)NC1=NC=C(C(=C1)C=1C=NN2C1NCCC2)Cl